((2-(2-methoxyethoxy)ethyl)carbamoyl)-2-oxindole-1-carboxylic acid phenyl ester C1(=CC=CC=C1)OC(=O)N1C(C(C2=CC=CC=C12)C(NCCOCCOC)=O)=O